FC(C1=CNC=2N=C(N=CC21)CC2CC1(CN(C1)C(=O)OC(C)(C)C)C2)(F)F tert-butyl 6-[[5-(trifluoromethyl)-7H-pyrrolo[2,3-d]pyrimidin-2-yl] methyl]-2-azaspiro[3.3]heptane-2-carboxylate